(1S,3ar,6as)-2-(2-(cyclopropylamino)-2-oxoacetyl)-N-((S)-3-oxo-1-((S)-2-oxopyrrolidin-3-yl)-4-(trifluoromethoxy)butan-2-yl)octahydrocyclopenta[c]pyrrole-1-carboxamide C1(CC1)NC(C(=O)N1[C@@H]([C@@H]2[C@H](C1)CCC2)C(=O)N[C@@H](C[C@H]2C(NCC2)=O)C(COC(F)(F)F)=O)=O